3-(1H-indol-2-yl)-5'-methyl-4-pentyl-2'-(prop-1-en-2-yl)-1',2',3',4'-tetrahydro-[1,1'-biphenyl]-2,6-diol N1C(=CC2=CC=CC=C12)C1=C(C(=C(C=C1CCCCC)O)C1C(CCC(=C1)C)C(=C)C)O